FC1=C(C(=C(C=C1CCCCC)O)[C@H]1[C@@H](CCC(=C1)C)C(=C)C)O (1'r,2'r)-3-fluoro-5'-methyl-4-pentyl-2'-(prop-1-en-2-yl)-1',2',3',4'-tetrahydro-[1,1'-biphenyl]-2,6-diol